((4aR,6aS,7S)-4a,6a-dimethyl-2-oxo-2,4a,4b,5,6,6a,7,8,9,9a,9b,10,11,11a-tetradecahydro-1H-indeno[5,4-f]quinolin-7-yl)methyl (4-(trifluoromethyl)phenyl)carbamate FC(C1=CC=C(C=C1)NC(OC[C@H]1CCC2[C@@]1(CCC1[C@]3(C=CC(NC3CCC12)=O)C)C)=O)(F)F